Cl.Cl.N[C@H]1[C@H](CC[C@H](C1)N(C)C(C)C)N1C([C@H](CC1)NC1=NC=NC2=CC=C(C=C12)C(F)(F)F)=O (S)-1-((1S,2R,4R)-2-amino-4-(isopropyl(methyl)amino)cyclohexyl)-3-((6-(trifluoromethyl)quinazolin-4-yl)amino)pyrrolidin-2-one, dihydrochloride